CN1N=CC2=CC=C(C=C12)NC(CCCC)=O N-(1-methyl-1H-indazol-6-yl)valeramide